C(CCCCCCCCCCCCCCCCC)C(C(=O)N)(CCCCCCCC(=O)O)CCCCCCCCCCCCCCCCCC distearylsebacic acid amide